(R)-4-(7-(4-Isopropanesulfonylphenyl)-2-(1H-pyrrolo[2,3-b]pyridin-4-yl)thieno[3,2-d]pyrimidine-4-yl)-3-methylmorpholine C(C)(C)S(=O)(=O)C1=CC=C(C=C1)C1=CSC2=C1N=C(N=C2N2[C@@H](COCC2)C)C2=C1C(=NC=C2)NC=C1